C1(=CC=CC=C1)CS(=O)(=O)OC1=C(OC(C1=O)([2H])C1=CC(=CC=C1)C#N)N 2-amino-5-(3-cyanophenyl)-4-oxo-4,5-dihydrofuran-3-yl-5-d phenylmethanesulfonate